sodium lauroyl valinate N[C@@H](C(C)C)C(=O)OC(CCCCCCCCCCC)=O.[Na]